FC=1C=C(C=CC1N1CC(CC1)C(F)(F)F)C1CN(C1)C(CC[C@H]1NC(OC1)=O)=O (4R)-4-[3-[3-[3-Fluoro-4-[3-(trifluoromethyl)pyrrolidin-1-yl]phenyl]azetidin-1-yl]-3-oxo-propyl]oxazolidin-2-one